BrCCC1=NC=CC(=C1)Cl 2-(2-bromoethyl)-4-chloropyridine